6-(2-ethyl-5-fluoro-4-hydroxyphenyl)imidazo[1,5-a]pyridin C(C)C1=C(C=C(C(=C1)O)F)C=1C=CC=2N(C1)C=NC2